3-bromo-5,6,7,8-tetrahydro-4H-pyrazolo[1,5-a]azepin-4-ol BrC=1C=NN2C1C(CCCC2)O